(R)-(5-(difluoromethyl)-1H-pyrazol-4-yl)(4-(pyrazolo[1,5-a]pyridin-2-yl)-6,7-dihydro-1H-imidazo[4,5-c]pyridin-5(4H)-yl)methanone FC(C1=C(C=NN1)C(=O)N1[C@H](C2=C(CC1)NC=N2)C2=NN1C(C=CC=C1)=C2)F